C[C@H]1CN(CC[C@@H]1NC1=NC=C(C=C1)OC(F)(F)F)C(=O)OC(C)(C)C tert-butyl (3S,4S)-3-methyl-4-[[5-(trifluoromethoxy)-2-pyridyl]amino]piperidine-1-carboxylate